O[C@H](COC=1C=C(C=CC1)S(=O)(=O)NC)CNC1COC2(C1)CCN(CC2)S(=O)(=O)C2=CC1=CC=C(C=C1C=C2)OC 3-((2S)-2-hydroxy-3-(8-(6-methoxynaphthalen-2-ylsulfonyl)-1-oxa-8-azaspiro[4.5]decan-3-ylamino)propoxy)-N-methylbenzenesulfonamide